5-((5-fluoro-4-(pentan-3-ylamino)pyrimidin-2-yl)amino)benzo[c][1,2]oxaborol-1(3H)-ol FC=1C(=NC(=NC1)NC1=CC2=C(B(OC2)O)C=C1)NC(CC)CC